C(C=C)(=O)OCCCCCCCCCCCCCCCC[SiH2]C(Br)Br acryloxyhexadecyldibromomethylsilane